C[C@H]1CN(CCN1)C1=C(C(=C(C(=C1SC)F)F)F)F (S)-3-methyl-1-(2,3,4,5-tetrafluoro-6-(methylthio)phenyl)piperazine